amino-3-(1-methyl-1H-indol-3-yl)propanoic acid NC(C(=O)O)CC1=CN(C2=CC=CC=C12)C